C(#N)C1=C(C(=CC(=C1)NC(CC1=C(C(=CC=C1)C(F)(F)F)F)=O)F)C=1C=NN(C1)C1CCN(CC1)C(=O)OC(C)(C)C tert-butyl 4-(4-(2-cyano-6-fluoro-4-(2-(2-fluoro-3-(trifluoromethyl)phenyl)acetamido)phenyl)-1H-pyrazol-1-yl)piperidine-1-carboxylate